BrC1=CC=C(C=C1)S(=O)(=O)NC1=CC=CC=C1 N-p-bromobenzenesulfonylaniline